OC1=CC=C(C=C1)C(C=CC1=CC=C(C=C1)N1N=CN=C1)=O 1-(4-Hydroxyphenyl)-3-[4-(1,2,4-triazol-1-yl)phenyl]prop-2-en-1-one